2-[[(2S,3R)-3-(tert-butoxycarbonylamino)-2-hydroxy-4-phenyl-butanoyl]amino]-3-(3,3-difluorocyclobutyl)propanoic acid C(C)(C)(C)OC(=O)N[C@@H]([C@@H](C(=O)NC(C(=O)O)CC1CC(C1)(F)F)O)CC1=CC=CC=C1